NC1=NC=C(C2=C1COC2)NC(C(=O)N(C(C2CC2)C2CC2)CC=2C=CC1=C(N=CS1)C2)=O N1-(4-amino-1,3-dihydrofuro[3,4-c]pyridin-7-yl)-N2-(benzo[d]thiazol-5-ylmethyl)-N2-(dicyclopropylmethyl)oxalamide